N=1C=CC2=CN=CCOC=COC=3C=C4C(=CC21)C=NC4=CC3 12,14-(ethanediylidene)dipyrrolo[3,2-i:3',4'-l][1,4,7]dioxazacyclopentadecine